BrC1=C(SC(=C1)C1=CC=C(C=C1)C(C)(C)C)C=1SC=CC1 3-bromo-5-(4-(tert-butyl)phenyl)-2,2'-bithiophene